C(C)(C)(CC)NN tert-pentyl-hydrazine